FC(C=1C=CC=2N(N1)C(=CN2)C2=NC=NC(=C2)N2[C@@H](CCCC2)C)F (R)-6-(difluoromethyl)-3-(6-(2-methylpiperidin-1-yl)pyrimidin-4-yl)imidazo[1,2-b]pyridazine